C1=CC=C2C(=C1)C(C3=CC=CC=C32)COC(=O)NCC(=O)O N-alpha-Fmoc-glycine